N-(2-(4-((1S,4S)-2-oxa-5-azabicyclo[2.2.1]heptane-5-yl)piperidine-1-yl)-4-methoxy-5-((6-((S)-3-(4-(trifluoromethyl)benzyl)isoxazolidine-2-yl)pyrimidine-4-yl)amino)phenyl)acrylamide [C@@H]12OC[C@@H](N(C1)C1CCN(CC1)C1=C(C=C(C(=C1)OC)NC1=NC=NC(=C1)N1OCC[C@@H]1CC1=CC=C(C=C1)C(F)(F)F)NC(C=C)=O)C2